1-(4-(3,4-dichlorophenyl)-8-methylisochroman-1-yl)-N-methyl-methylamine ClC=1C=C(C=CC1Cl)C1COC(C2=C(C=CC=C12)C)CNC